ClC=1C(=NC2=CC=CC=C2N1)NCC1=CC(=C(C=C1)F)F 3-chloro-N-(3,4-difluorobenzyl)quinoxaline-2-amine